6-(2-(trifluoromethoxy)phenyl)quinolin FC(OC1=C(C=CC=C1)C=1C=C2C=CC=NC2=CC1)(F)F